tert-butyl 2-[1-(2,6-dioxo-3-piperidyl)-4-fluoro-3-methyl-2-oxo-benzimidazol-5-yl]-5,5-difluoro-2,7-diazaspiro[3.5]nonane-7-carboxylate O=C1NC(CCC1N1C(N(C2=C1C=CC(=C2F)N2CC1(C2)C(CN(CC1)C(=O)OC(C)(C)C)(F)F)C)=O)=O